C(C1=CC=CC=C1)N1C[C@H]([C@H](C1)C1=C(C=CC=C1)O)C(=O)OCC Ethyl (3S,4S)-1-benzyl-4-(2-hydroxyphenyl)pyrrolidine-3-carboxylate